[NH4+].[OH-].[NH4+].[OH-] ammonium hydroxide-ammonium salt